N-((2S,4R)-6-methyl-2-propyl-1,2,3,4-tetrahydroquinolin-4-yl)-2-oxo-6-(trifluoromethyl)-1,2-dihydropyridine CC=1C=C2[C@@H](C[C@@H](NC2=CC1)CCC)N1C(C=CC=C1C(F)(F)F)=O